2-((3-(2-(diisopropylamino)ethyl)-1H-indol-5-yl)oxy)-6-methyltetrahydro-2H-pyran-3,4,5-triol C(C)(C)N(CCC1=CNC2=CC=C(C=C12)OC1OC(C(C(C1O)O)O)C)C(C)C